O1CCN(CC1)C1=CC(=C2N=CC=NC2=C1)C1(CCC(CC1)N)N 1-(7-morpholinoquinoxalin-5-yl)cyclohexane-1,4-diamine